C1(CC1)C1=C(C(=NO1)C1=C(C=CC=C1Cl)Cl)C1=CC2(C1)CCN(CC2)C=2SC1=C(N2)C=CC=C1 2-(2-(5-Cyclopropyl-3-(2,6-dichlorophenyl)isoxazol-4-yl)-7-azaspiro[3.5]non-1-en-7-yl)benzo[d]thiazol